FC(C1=CC=C(C=C1)C1CC(CO1)=O)(F)F 5-(4-(trifluoromethyl)phenyl)dihydrofuran-3(2H)-one